C(C)OC(C(C1CC1)SC1=C(C=C(C(=C1)N1C(N(C(=CC1=O)C(F)(F)F)C)=O)F)Cl)=O Ethyl-({2-chloro-4-fluoro-5-[3-methyl-2,6-dioxo-4-(trifluoromethyl)-3,6-dihydropyrimidin-1(2H)-yl]phenyl}sulfanyl)(cyclopropyl)acetate